COC(=O)C1=NC(=C(N=C1NC=1C(=NN(C1)C1CCOCC1)C)C1CC1)Cl methyl-6-chloro-5-cyclopropyl-3-[(3-methyl-1-tetrahydropyran-4-yl-pyrazol-4-yl)amino]Pyrazine-2-carboxylic acid